CC1(CC2(OCCC2)CC=2CNOC21)C 7,7-dimethyl-4',5',6,7-tetrahydro-3H,4H-spiro[benzo[d]isoxazole-5,2'-furan]